13-(4-fluorobenzyl)-2,9,10-trimethoxy-3-(pent-4-yn-1-yloxy)-5,6-dihydroisoquinolino[3,2-a]isoquinolin-7-ium FC1=CC=C(CC2=C3C=CC(=C(C3=C[N+]3=C2C=2C=C(C(=CC2CC3)OCCCC#C)OC)OC)OC)C=C1